NC1=NC(N(C=C1F)[C@@H]1O[C@@]([C@H](C1)O)(CO)CF)=O 4-amino-5-fluoro-1-[(2R,4S,5R)-5-(fluoromethyl)-4-hydroxy-5-(hydroxymethyl)oxolan-2-yl]pyrimidin-2-one